(9S)-1-amino-4-bromo-9-ethyl-5-fluoro-9-hydroxy-1,2,3,9,12,15-hexahydro-10H,13H-benzo[de]pyrano[3',4':6,7]indolizino[1,2-b]quinoline-10,13-dione hydrobromide Br.NC1CCC=2C=3C1=C1C(=NC3C=C(C2Br)F)C2=CC3=C(C(N2C1)=O)COC([C@]3(O)CC)=O